S(=O)(=O)(OCCCCCCCCCCCC)[O-].[Ag+].[Na+].C(CCCCCCCCCCC)OS(=O)(=O)[O-] sodium silver dodecyl sulfate